BrC=1C(=NC=C(C(=O)O)C1)Br 5,6-dibromonicotinic acid